C(C1=CC=CC=C1)OC1=C(C(N(C=C1)C1=CC=C(C=C1)N1N=CC(=C1C(F)(F)F)C(=O)NCC)=O)Cl 1-(4-(4-(benzyloxy)-3-chloro-2-oxopyridin-1(2H)-yl)phenyl)-N-ethyl-5-(trifluoromethyl)-1H-pyrazole-4-carboxamide